N-(4-fluoro-5-nitro-2-(trifluoromethoxy)phenyl)-4-(1-methyl-1H-indol-3-yl)pyrimidin-2-amine FC1=CC(=C(C=C1[N+](=O)[O-])NC1=NC=CC(=N1)C1=CN(C2=CC=CC=C12)C)OC(F)(F)F